C(#N)CN(C(C[C@H]1N(C(CC1)=O)CC1=C(C(=CC(=C1)F)F)F)=O)[C@H](C(=O)OC)CC1CC1 Methyl (S)-2-(N-(cyanomethyl)-2-((S)-5-oxo-1-(2,3,5-trifluorobenzyl)-pyrrolidin-2-yl)acetamido)-3-cyclopropylpropanoate